ClC=1C=C2C3=NNC4=CC=C(OCCCNC(OCC(C1)=C2)=O)C=C34 4-chloro-8,14-dioxa-10,19,20-triazatetracyclo[13.5.2.12,6.018,21]tricosa-1(20),2,4,6(23),15,17,21-heptaen-9-one